ClC1=NC=2N(C(=C1)NC1CCC(CC1)C(=O)O)N=CC2C(C)C (1r,4r)-4-((5-chloro-3-isopropylpyrazolo[1,5-a]pyrimidin-7-yl)amino)cyclohexane-1-carboxylic acid